2-(4-(cyclopropanesulfonamido)pyrimidin-2-yl)-N-(5-(6-ethoxypyrazin-2-yl)pyridin-2-yl)butanamide C1(CC1)S(=O)(=O)NC1=NC(=NC=C1)C(C(=O)NC1=NC=C(C=C1)C1=NC(=CN=C1)OCC)CC